C1(CCCC1)C1=CNC=2N=CN=C(C21)N[C@@H]2CC[C@@H](N(C2)C(=O)OCC2=CC=CC=C2)C benzyl (2s,5r)-5-((5-cyclopentyl-7H-pyrrolo[2,3-d]pyrimidin-4-yl) amino)-2-methylpiperidine-1-carboxylate